COC1=CC=C2CCC(OC2=C1)=O 7-methoxy-2-chromanone